CC1(CN(C2=CC=C(C=C12)Br)C(CC)=O)CC1CCCCC1 1-(3-methyl-3-(cyclohexylmethyl)-5-bromoindolin-1-yl)-1-propanone